C(C(C)C)C1=CC(=C(S1)S(=O)(=O)NC1=NC=CC=N1)C1=CC(=C(C=C1)CN1C(=NC=C1)C)C(F)(F)F 5-isobutyl-3-[4-[(2-methyl-Imidazol-1-yl)methyl]-3-(trifluoromethyl)phenyl]-N-pyrimidin-2-yl-thiophene-2-sulfonamide